C(C)OC1=C(OCC(C(=O)NC2CCN(CC2)C)(C)C)C=CC=C1 3-(2-ethoxyphenoxy)-2,2-dimethyl-N-(1-methylpiperidin-4-yl)propanamide